4,4'-Bis(bromomethyl)-2,2'-bipyridine BrCC1=CC(=NC=C1)C1=NC=CC(=C1)CBr